COC1=CC=2C3=C(C=NC2C=C1)C(=NN3C=3C=C(C=CC3C)N3CCN(CC3)C)C3=CC(=CC=C3)OC 1-{3-[8-methoxy-3-(3-methoxyphenyl)-1H-pyrazolo[4,3-c]quinolin-1-yl]-4-methylphenyl}-4-methylpiperazine